pyrazine-3-sulfonamide N1=CC(=NC=C1)S(=O)(=O)N